FC1=C(C(=O)NC2=C(C=C(C=C2)SC)C(F)(F)F)C=CC=C1N 2-fluoro-3-amino-N-(2-(trifluoromethyl)-4-(methylthio)phenyl)benzamide